COC1=CC=C(C=C1)NS(OC)(=O)=O methyl (4-methoxyphenyl)sulfamate